C(C)(=O)C1=CNC=2C=CC=C(C12)C(=O)[O-] 3-(ethoyl)-1H-indole-4-carboxylate